Cl.N[C@H](C(=O)NC1=C(C=C(C=C1)SCC1=CC=CC=C1)C)CC1=CC=CC=C1 (S)-2-amino-N-(4-(benzylsulfanyl)-2-methylphenyl)-3-phenylpropionamide hydrochloride